ClC1=C(C=C(C=C1)NC(=O)N1C2CC(CC1(C2)C(CC)OCCOC)C)N2N=CC=N2 cis-N-(4-chloro-3-(2H-1,2,3-triazol-2-yl)phenyl)-1-(1-(2-methoxyethoxy)propyl)-3-methyl-6-azabicyclo[3.1.1]heptane-6-carboxamide